C(C)OC(=O)C=1C(=NN(C1)[C@@H]1CN(CC1)C(=O)OC(C)(C)C)I (S)-1-(1-(tert-Butoxycarbonyl)pyrrolidin-3-yl)-3-iodo-1H-pyrazole-4-carboxylic acid ethyl ester